2,3-dichloro-6-methyl-pyridine ClC1=NC(=CC=C1Cl)C